[4-(morpholinomethyl)phenyl]methanol O1CCN(CC1)CC1=CC=C(C=C1)CO